5-(4-cyclopropaneformylpiperazin-1-yl)pyrazolo[1,5-a]pyrimidine-3-carboxamide C1(CC1)C(=O)N1CCN(CC1)C1=NC=2N(C=C1)N=CC2C(=O)N